N-(1-(20-((2-(2,6-dioxopiperidin-3-yl)-1,3-dioxoisoindolin-4-yl)amino)-3,6,9,12,15,18-hexa-oxaeicosyl)piperidin-4-yl)-2-fluoro-5-methoxybenzamide O=C1NC(CCC1N1C(C2=CC=CC(=C2C1=O)NCCOCCOCCOCCOCCOCCOCCN1CCC(CC1)NC(C1=C(C=CC(=C1)OC)F)=O)=O)=O